OCC1=CC=CC=2NC(=NC21)NC(CC(=O)NC)C2=CC(=CC=C2)SC(F)(F)F 3-{[4-(hydroxymethyl)-1H-1,3-benzodiazol-2-yl]amino}-N-methyl-3-{3-[(trifluoromethyl)sulfanyl]phenyl}propionamide